FC=1C=C(C=CC1C(F)(F)F)NC=1C(=C2CCN(CC2=CC1)C(C=C)=O)C=1N=CN(C1)C 1-(6-((3-fluoro-4-(trifluoromethyl)phenyl)amino)-5-(1-methyl-1H-imidazol-4-yl)-3,4-dihydroisoquinolin-2(1H)-yl)prop-2-en-1-one